CC1=C(C=NC(=C1C(=O)NC1=CC(=NC=C1)[S@@](=O)(=N)C)N1CCN(CCC1)CC(F)(F)F)C(F)(F)F (R)-4-methyl-N-(2-(S-methylsulfonimidoyl)pyridin-4-yl)-2-(4-(2,2,2-trifluoroethyl)-1,4-diazepan-1-yl)-5-(trifluoromethyl)nicotinamide